C(CC)OC=1C=C(C=C(C1)OC(F)(F)F)B(O)O 3-PROPOXY-5-(TRIFLUOROMETHOXY)PHENYLBORONIC ACID